CC(C)(C)[S@@](=O)NC1CCCC12CCN(CC2)C(=O)OC(C)(C)C tert-butyl 1-{[(R)-2-methylpropane-2-sulfinyl] amino}-8-azaspiro-[4.5]decane-8-carboxylate